NC1=C2N=C(N(C2=NC=N1)CCNS(=O)(=O)C)SC=1C=C2C(CCC2=CC1I)F N-{2-[6-Amino-8-(3-fluoro-6-iodo-indan-5-ylsulfanyl)-purin-9-yl]-ethyl}-methanesulfonamide